(thiazol-5-ylmethyl)lithium S1C=NC=C1C[Li]